3-cyano-4-(4-methylpiperazin-1-yl)aniline C(#N)C=1C=C(N)C=CC1N1CCN(CC1)C